2-methyl-4-trifluoromethyl-thiazole CC=1SC=C(N1)C(F)(F)F